C1CC12CN(CCC2)C2=NOC(=N2)[C@H](C)N (S)-1-(3-(5-azaspiro[2.5]octan-5-yl)-1,2,4-oxadiazol-5-yl)ethan-1-amine